L-3-nitrophenanthrene [N+](=O)([O-])C=1C=CC=2C=CC3=CC=CC=C3C2C1